FC(C=1C=C(C=NC1)CO)(F)F (5-(trifluoromethyl)pyridin-3-yl)methanol